C(SSCC=1OC=CC1)C=1OC=CC1 dithiodimethylenedifuran